CC1=C(CN(C(C2=CC=C(C=C2)I)=O)C2=CC=CC=C2)C(=CC(=C1)C)C=CC1=CC=C(C=C1)OC N-(2,4-dimethyl-6-(4-methoxystyryl)benzyl)-4-iodo-N-phenyl-benzamide